2-(4-Chloro-phenyl)-3-phenyl-chinolin ClC1=CC=C(C=C1)C1=NC2=CC=CC=C2C=C1C1=CC=CC=C1